2-morpholino-methyl-thioxanthone O1CCN(CC1)C1=C(C=2C(C3=CC=CC=C3SC2C=C1)=O)C